acetaminomethoxypropionic acid amide N(C(=O)C)COC(C(=O)N)C